6-methoxy-4-(piperidin-1-yl)-1H-benzo[d]Imidazole COC=1C=C(C2=C(NC=N2)C1)N1CCCCC1